N-methyl-2-[4-(2-methyl-7-morpholino-quinazolin-5-yl)oxycyclohexyl]-pyrimidin CN1C(N=CC=C1)C1CCC(CC1)OC1=C2C=NC(=NC2=CC(=C1)N1CCOCC1)C